FC=1C=CC=C2C(=CNC(C12)=O)C(C)NC(C)S(=O)(=O)N ((1-(8-fluoro-1-oxo-1,2-dihydroisoquinolin-4-yl)ethyl)amino)ethane-1-sulfonamide